N-(2-morpholinoethyl)imidodisulfuric acid disodium salt [Na+].[Na+].O1CCN(CC1)CCN(S(=O)(=O)[O-])S(=O)(=O)[O-]